FC(C1=NN=C(S1)C1=NC=C2N1C=C(C=C2N2C[C@@H](N[C@H](C2)C)C)S(=O)(=O)NC2(CC2)C)F 3-[5-(difluoromethyl)-1,3,4-thiadiazol-2-yl]-N-(1-methylcyclopropyl)-8-[(3S,5S)-3,5-dimethylpiperazin-1-yl]imidazo[1,5-a]pyridine-6-sulfonamide